C(C)(C)(C)C1CN(CCO1)C(=O)NC1=C(C=C(C(=C1)B1OC(C(O1)(C)C)(C)C)C)F 2-(tert-butyl)-N-(2-fluoro-4-methyl-5-(4,4,5,5-tetramethyl-1,3,2-dioxaborolan-2-yl)phenyl)morpholine-4-carboxamide